4-(trifluoromethyl)-phenylacetic acid FC(C1=CC=C(C=C1)CC(=O)O)(F)F